O[C@@H]1C[C@H](N(C1)C([C@H](C)NC([C@H](CC(C)C)NC(CCOC)=O)=O)=O)C(=O)NCC1=CC=C(C=C1)C1=C(N=CS1)C (2S,4R)-4-hydroxy-1-((S)-2-((S)-2-(3-methoxypropionylamino)-4-methylpentanoylamino)propionyl)-N-(4-(4-methylthiazol-5-yl)benzyl)pyrrolidine-2-carboxamide